FC1=C(C=CC(=C1)F)C1=NOC(=N1)C(=O)OCC ethyl 3-(2,4-difluorophenyl)-1,2,4-oxadiazole-5-carboxylate